[Na+].[Na+].OC1=C2C=CC(=CC2=CC(=C1)S(=O)(=O)[O-])S(=O)(=O)[O-] 5-hydroxy-2,7-naphthalenedisulfonic acid disodium salt